Ethyl 2-amino-4-(((tert-butyldimethylsilyl)oxy)methyl)thiazole-5-carboxylate NC=1SC(=C(N1)CO[Si](C)(C)C(C)(C)C)C(=O)OCC